CN(C(=O)C1=C(OCCN(C(OCC2=CC=CC=C2)=O)C)C=CC=C1)C benzyl (2-(2-(dimethylcarbamoyl)phenoxy)ethyl)(methyl)carbamate